O[C@@H]1[C@H](N(CC1)C(=O)OC(C)(C)C)C(=O)OC 1-(t-butyl) 2-methyl (2S,3S)-3-hydroxylpyrrolidin-1,2-dicarboxylate